FC(CN1C=NC(=C1C=1C=CC=2N(N1)C(=CN2)C(=O)N(C)C)C2=CC=C(C=C2)F)F 6-(1-(2,2-difluoroethyl)-4-(4-fluorophenyl)-1H-imidazol-5-yl)-N,N-dimethylimidazo[1,2-b]pyridazine-3-carboxamide